FC1=CC=C(C=C1)C(CC(=O)N)=O 3-(4-fluorophenyl)-3-oxo-propionamide